C1(CC1)N1CC2=NC(=CC=C2C1=O)OC\C(\CNC(OC(C)(C)C)=O)=C/F (Z)-tert-butyl (2-(((6-cyclopropyl-5-oxo-6,7-dihydro-5H-pyrrolo[3,4-b]pyridin-2-yl)oxy)methyl)-3-fluoroallyl)carbamate